5-[[2-[5-methyl-2-(4-thiazol-5-ylphenyl)-1-piperidyl]-2-oxo-acetyl]amino]pyridine-3-carboxamide CC1CCC(N(C1)C(C(=O)NC=1C=C(C=NC1)C(=O)N)=O)C1=CC=C(C=C1)C1=CN=CS1